ClC1C2C3C4C=CC(C3C(C1)C2)C4 4-chlorotetracyclo[6.2.1.13,6.02,7]Dodec-9-ene